2-[1-[6-Methyl-2-(1-methyl-4,6-dihydropyrrolo[3,4-c]pyrazol-5-yl)-4-oxo-chromen-8-yl]ethylamino]benzoic acid CC=1C=C2C(C=C(OC2=C(C1)C(C)NC1=C(C(=O)O)C=CC=C1)N1CC=2N(N=CC2C1)C)=O